t-butylhexyl-dimethoxysilane C(C)(C)(C)[Si](OC)(OC)CCCCCC